C(=O)=C1N=C(C=C1)C1=CC=CC=C1 2-carbonyl-5-phenylpyrrole